O1C(=CC=C1)C1=CC2=C(C(C3=C(N(S2(=O)=O)C)C=CC=C3)NCCCCCCC(=O)O)C=C1 7-((3-(furan-2-yl)-6-methyl-5,5-dioxido-6,11-dihydrodibenzo[c,f][1,2]thiazepin-11-yl)amino)heptanoic acid